methanoic acid-tert-butyl ester C(C)(C)(C)OC=O